3,3'-(Ethane-1,2-diylbis(5-carbamoyl-1H-benzo[d]imidazole-1,2-diyl))bis(4-chloro-7-fluorobenzo[b]thiophene-2-carboxylic acid) C(CN1C(=NC2=C1C=CC(=C2)C(N)=O)C=2C1=C(SC2C(=O)O)C(=CC=C1Cl)F)N1C(=NC2=C1C=CC(=C2)C(N)=O)C=2C1=C(SC2C(=O)O)C(=CC=C1Cl)F